ClC=1C=C(C=NC1N1N=CC=N1)NC(=O)C=1C=NN(C1C(F)(F)F)C1=CC=C(C=2N1C=CN2)C#N N-(5-chloro-6-(2H-1,2,3-triazol-2-yl)pyridin-3-yl)-1-(8-cyanoimidazo[1,2-a]pyridin-5-yl)-5-(trifluoromethyl)-1H-pyrazole-4-carboxamide